N1CC(C1)NC(CCCO)=O N-(azetidin-3-yl)-4-hydroxybutyramide